4-bromo-2-chloro-6-(trifluoromethyl)aniline BrC1=CC(=C(N)C(=C1)C(F)(F)F)Cl